FC(C1=NC=CC(=C1)C1=CC(=C(OC[C@@](CC(C)C)(C)NC([O-])=O)C=C1)S(F)(F)(F)(F)F)F N-[(2S)-1-(4-[2-(difluoro Methyl)pyridin-4-yl]-2-(pentafluoro-λ6-mercapto)phenoxy)-2,4-dimethylpentan-2-yl]carbamate